tert-Butyl 6-[(4-fluoro-2-methylsulfonyl-phenyl)methylene]-2-azaspiro[3.3]heptane-2-carboxylate FC1=CC(=C(C=C1)C=C1CC2(CN(C2)C(=O)OC(C)(C)C)C1)S(=O)(=O)C